n-pentanol Zinc [Zn].C(CCCC)O